CC1(OB(OC1(C)C)C1=CC2=C(N(N=C2C=C1)C)C)C 4,4,5,5-tetramethyl-2-(2-methyl-3-methyl-2H-indazol-5-yl)-1,3,2-dioxaborolane